[Au].[As] arsenic gold